N-(6-phenethyl-1H-indazol-3-yl)butyramide C(CC1=CC=CC=C1)C1=CC=C2C(=NNC2=C1)NC(CCC)=O